C(C)(C)(C)OC(=O)NC1CCC(CC1)OC(CCCC(N(C)CC(=O)OC(C)(C)C)=O)=O 4-{[(tert-butoxy)carbonyl]amino}cyclohexyl-4-{[2-(tert-butoxy)-2-oxoethyl] (methyl)carbamoyl}butanoate